ClC=1C=C(SC1)C(=O)NCC1=C2C=NNC2=CC=C1C1CC1 4-chloro-N-((5-cyclopropyl-1H-indazol-4-yl)methyl)thiophene-2-carboxamide